ClC1=C(C=CC=C1)C(C(=O)NC(NC)=O)C1=NC=CC(=C1)C(F)(F)F 2-(2-chlorophenyl)-N-(methylcarbamoyl)-2-(4-(trifluoromethyl)pyridin-2-yl)acetamide